C1(CC1)N1CC=2C(N=C3N(C2CC1)CCN3CC3=C(C=CC=C3)C)=O 7-cyclopropyl-3-(2-methylbenzyl)-2,3,6,7,8,9-hexahydroimidazo[1,2-a]pyrido[3,4-e]pyrimidin-5(1H)-one